C1(=CC=CC=C1)CS(=O)(=O)OC1=C(O[C@](C1=O)([2H])C1=C(C=C(C=C1)F)F)N (R)-2-amino-5-(2,4-difluorophenyl)-4-oxo-4,5-dihydrofuran-3-yl-5-d phenylmethanesulfonate